NC1=C(C(=C(C=C1)C1=CC(=CC=C1)C(=O)[O-])N)C(=O)[O-] diamino-1,1'-biphenyl-3,3'-dicarboxylate